tert-butyl 4-(6-(pyrrolidin-1-yl) pyridin-3-yl)-1,4-diazacycloheptane-1-carboxylate N1(CCCC1)C1=CC=C(C=N1)N1CCN(CCC1)C(=O)OC(C)(C)C